isopropyl (2S)-6-diazo-2-((2S)-3-methyl-2-(methylsulfinyl)butanamido)-5-oxohexanoate [N+](=[N-])=CC(CC[C@@H](C(=O)OC(C)C)NC([C@H](C(C)C)S(=O)C)=O)=O